N-hydroxy-4-[[(2S)-3-methyl-2-phenylbutanoyl]amino]benzamide ONC(C1=CC=C(C=C1)NC([C@@H](C(C)C)C1=CC=CC=C1)=O)=O